1-isopropyl-2-methyl-6-(5-(4-methylpiperazin-1-yl)-1H-pyrrolo[2,3-b]pyridin-3-yl)-1H-imidazo[4,5-c]pyridine C(C)(C)N1C(=NC=2C=NC(=CC21)C2=CNC1=NC=C(C=C12)N1CCN(CC1)C)C